C1(CC1)CN1C=C(C=2C1=C(C(N(N2)C2=CC1=CN(N=C1C=C2)C)=O)C=2C=NC(=CC2)C2CC2)C(=O)O 5-(cyclopropylmethyl)-4-(6-cyclopropylpyridin-3-yl)-2-(2-methyl-2H-indazol-5-yl)-3-oxo-2H,3H,5H-pyrrolopyridazine-7-carboxylic acid